(R,E)-3-(5-(4-acetamidophenyl)-1H-pyrrolo[2,3-b]pyridin-3-yl)-2-cyano-N-(1-(3,4-dimethoxyphenyl)ethyl)acrylamide C(C)(=O)NC1=CC=C(C=C1)C=1C=C2C(=NC1)NC=C2/C=C(/C(=O)N[C@H](C)C2=CC(=C(C=C2)OC)OC)\C#N